C(C)C(C(=O)C1=C(C=C(C=C1)OC)F)(CC)C1=NC(=CC=C1)C 2-ethyl-1-(2-fluoro-4-methoxyphenyl)-2-(6-methylpyridin-2-yl)butan-1-one